6-chloro-3-[[(1R)-1-(10-fluoro-3-isopropoxy-8-oxo-5,6-dihydro-1,6-naphthyridino[5,6-b]quinazolin-12-yl)ethyl]amino]pyridine-2-carboxylic acid ClC1=CC=C(C(=N1)C(=O)O)N[C@H](C)C=1C=C(C=C2C(N3C(=NC12)C=1C=CC(=NC1CC3)OC(C)C)=O)F